C1(CC1)C1=NN(C=N1)C1CC2(CN(C2)C(=O)N2CC(C2)C2=CC=C(C=C2)N2[C@H](CC(CC2)(F)F)C(=O)N)C1 (2R)-1-[4-[1-[6-(3-cyclopropyl-1,2,4-triazol-1-yl)-2-azaspiro[3.3]heptane-2-carbonyl]azetidin-3-yl]phenyl]-4,4-difluoro-piperidine-2-carboxamide